N-[4-methoxy-3-(4-methyl-1H-imidazol-1-yl)phenyl]-γ-oxobenzenebutanamide COC1=C(C=C(C=C1)NC(CCC(C1=CC=CC=C1)=O)=O)N1C=NC(=C1)C